CN([C@]1(CN(CCC1)C1=CC(=C(C(=C1)C)S(=O)(=O)NC1=NC=NC=C1)F)CCC1=CC(=CC=C1)C(F)(F)F)C (R)-4-(3-(Dimethylamino)-3-(3-(trifluoromethyl)phenethyl)piperidin-1-yl)-2-fluoro-6-methyl-N-(pyrimidin-4-yl)benzenesulfonamide